(Sa)-6-(1-([1,1'-Biphenyl]-4-ylmethyl)-5-methoxy-1H-indazole-7-carboxamido)spiro[3.3]heptane-2-carboxylic acid C1(=CC=C(C=C1)CN1N=CC2=CC(=CC(=C12)C(=O)NC1CC2(CC(C2)C(=O)O)C1)OC)C1=CC=CC=C1